C(C=C)OC(C(=O)O)(F)F 2-(allyloxy)-2,2-difluoroacetic acid